(3R)-3-amino-5-[(4-chlorophenyl)methyl]-7-[5-[1,1-dimethyl-2-(tetrahydrofuran-3-ylamino)ethyl]-1,3,4-oxadiazol-2-yl]-8-fluoro-1,1-dioxo-2,3-dihydro-1lambda6,5-benzothiazepin-4-one N[C@H]1CS(C2=C(N(C1=O)CC1=CC=C(C=C1)Cl)C=C(C(=C2)F)C=2OC(=NN2)C(CNC2COCC2)(C)C)(=O)=O